dichlorohexapropyl-decanediamine ClC(C(C(C(C(N)(N)CCC)(CCC)CCC)(CCC)CCC)(CCC)Cl)CCCCC